(2S,4r)-N-[[1-(1,3-benzodioxol-5-yl)cyclopropyl]methyl]-1-[(2S)-2-(4-cyclopropyltriazol-1-yl)-3,3-dimethyl-butyryl]-4-hydroxy-pyrrolidine-2-carboxamide O1COC2=C1C=CC(=C2)C2(CC2)CNC(=O)[C@H]2N(C[C@@H](C2)O)C([C@H](C(C)(C)C)N2N=NC(=C2)C2CC2)=O